1-(2-chloro-4-((7-hydroxy-6-methoxyquinazolin-4-yl)oxy)phenyl)-3-(1-methyl-1H-pyrazole-5-yl)urea ClC1=C(C=CC(=C1)OC1=NC=NC2=CC(=C(C=C12)OC)O)NC(=O)NC1=CC=NN1C